CC12C(OB(O1)C=1C=C(C(=O)OC(C)(C)C)C=CC1)CC1C(C2C1)(C)C tert-butyl 3-(3a,5,5-trimethylhexahydro-4,6-methanobenzo[d][1,3,2]dioxaborol-2-yl)benzoate